METHYL-4-(3-METHYLBENZYL)PYRIDIN-2(1H)-ONE CN1C(C=C(C=C1)CC1=CC(=CC=C1)C)=O